(2S,4S)-2-[(3-chloro-4-fluorophenyl)(methyl)carbamoyl]-4-cyanopyrrolidine-1-carboxylic acid tert-butyl ester C(C)(C)(C)OC(=O)N1[C@@H](C[C@@H](C1)C#N)C(N(C)C1=CC(=C(C=C1)F)Cl)=O